CN1C2=C(N(CC1)C(=O)OC1CCCCC1)C=C(C=N2)B2OC(C(O2)(C)C)(C)C cyclohexyl 4-methyl-7-(4,4,5,5-tetramethyl-1,3,2-dioxaborolan-2-yl)-3,4-dihydropyrido[2,3-b]pyrazine-1(2H)-carboxylate